2-Benzyl-2,3,3a,4,9,9a-hexahydro-1H-benzo[f]isoindole-6,7-dicarboxylic acid C(C1=CC=CC=C1)N1CC2CC3=C(CC2C1)C=C(C(=C3)C(=O)O)C(=O)O